5-(3-ethyldimethoxysilyl-propyl)-1,3-bis-(2-methoxyethyl)-hexahydropyrimidine C(C)[Si](CCCC1CN(CN(C1)CCOC)CCOC)(OC)OC